C(C)OP(=O)(C1=NC(=NC(=N1)P(=O)(C1=CC=CC=C1)OCC)P(=O)(C1=CC=CC=C1)OCC)C1=CC=CC=C1 2,4,6-tris(ethoxy-phenylphosphinoyl)-1,3,5-triazine